N-(3-Fluoro-4-(4-Methylpiperazin-1-yl)Phenyl)-4-Hydroxy-1-Isobutyl-2-Oxo-1,2-Dihydroquinoline-3-Carboxamide Hydrochloride Salt Cl.FC=1C=C(C=CC1N1CCN(CC1)C)NC(=O)C=1C(N(C2=CC=CC=C2C1O)CC(C)C)=O